(±)-4-(2-Oxo-1,4-dihydro-2H-quinazolin-3-yl)-piperidine-1-carboxylic acid [2-[1,4']bipiperidinyl-1'-yl-1-(7-ethyl-1H-indazol-5-yl-methyl)-2-oxo-ethyl]-amide N1(CCCCC1)C1CCN(CC1)C([C@@H](CC=1C=C2C=NNC2=C(C1)CC)NC(=O)N1CCC(CC1)N1C(NC2=CC=CC=C2C1)=O)=O |r|